6-((2-(6,8-dioxa-2-azaspiro[3.5]nonan-7-yl)ethyl)(4-ethoxy-2,3-difluorobenzyl)amino)nicotinonitrile C1NCC12COC(OC2)CCN(C2=NC=C(C#N)C=C2)CC2=C(C(=C(C=C2)OCC)F)F